[Cl-].C(C=C)N1C(=[N+](C=C1)C)C 1-allyl-2,3-dimethylimidazolium chloride salt